CC=1OC(=C(N1)NCC1(CCCC1)C)C (2,5-Dimethyloxazol-4-yl)(1-methylcyclopentyl)methylamine